N-(2-chlorophenyl)-4-methyl-5-(quinolin-5-yl)nicotinamide ClC1=C(C=CC=C1)NC(C1=CN=CC(=C1C)C1=C2C=CC=NC2=CC=C1)=O